(S)-1-(5-Chloro-2-(2-oxa-6-azaspiro[3.3]heptan-6-yl)phenoxy)-N-((6-(3-hydroxypyrrolidin-1-yl)pyridin-2-yl)sulfonyl)cyclopropanecarboxamide ClC=1C=CC(=C(OC2(CC2)C(=O)NS(=O)(=O)C2=NC(=CC=C2)N2C[C@H](CC2)O)C1)N1CC2(COC2)C1